O(C1=CC=CC=C1)C1=CC=C(C=C1)C=1N=C2N(NCCC2C2CCN(CC2)C(\C=C\C(F)(F)F)=O)C1C(=O)N (E)-2-(4-phenoxy-phenyl)-8-(1-(4,4,4-trifluoro-but-2-enoyl)piperidin-4-yl)-5,6,7,8-tetrahydroimidazo[1,2-b]pyridazine-3-carboxamide